FC=1C(=NC(=C(C1)F)N[C@H]1CNCC[C@@H]1F)C1=CN=C2N1C=C(N=C2)C(C)(C)O 2-(3-(3,5-difluoro-6-(((3S,4S)-4-fluoropiperidin-3-yl)amino)pyridin-2-yl)imidazo[1,2-a]pyrazin-6-yl)propan-2-ol